CC(C)C1=CC=C(C=N1)C1(C=CCCC1)N [6-(propan-2-yl)pyridin-3-yl]cyclohex-2-en-1-amine